N-(5-(5-chloro-6-fluoro-7-((4-hydroxycyclohexyl)(methyl)amino)-1H-indazol-4-yl)pyrazolo[1,5-a]pyridin-2-yl)-2-fluorocyclopropane-1-carboxamide ClC=1C(=C2C=NNC2=C(C1F)N(C)C1CCC(CC1)O)C1=CC=2N(C=C1)N=C(C2)NC(=O)C2C(C2)F